(5,5,6,6,7,7,8,8,9,9,10,10,10-tridecafluoro-3,3-diphenyl-2-(phenylamino)decanoyl)glycine ethyl ester C(C)OC(CNC(C(C(CC(C(C(C(C(C(F)(F)F)(F)F)(F)F)(F)F)(F)F)(F)F)(C1=CC=CC=C1)C1=CC=CC=C1)NC1=CC=CC=C1)=O)=O